O[C@@H]1C[C@H](N(C1)C([C@@H](C(C)C)C1=CC(=NO1)C)=O)C(=O)O (2S,4R)-4-hydroxy-1-((S)-3-methyl-2-(3-methylisoxazol-5-yl)butanoyl)pyrrolidine-2-carboxylic acid